C(C(=C)C)(=O)NCCCC(CC)S(=O)(=O)O (3-methacrylamidopropyl)propane-1-sulfonic acid